3-(1-methyl-1H-pyrazol-4-yl)-4-oxo-3,4-dihydroquinazolin CN1N=CC(=C1)N1C=NC2=CC=CC=C2C1=O